C(CCCCCCCCCCC(=O)OC=C)(=O)OC=C divinyl dodecandioate